tert-butyl 4-((4-(cyclopropylmethyl)-2-(4-(methoxycarbonyl)phenyl)piperazin-1-yl)methyl)-5-methoxy-7-methyl-1H-indole-1-carboxylate C1(CC1)CN1CC(N(CC1)CC1=C2C=CN(C2=C(C=C1OC)C)C(=O)OC(C)(C)C)C1=CC=C(C=C1)C(=O)OC